isopropyl (E)-3-(6-amino-5-carbamoyl-4'-sulfamoyl-[1,1'-biphenyl]-3-yl)acrylate NC1=C(C=C(C=C1C1=CC=C(C=C1)S(N)(=O)=O)/C=C/C(=O)OC(C)C)C(N)=O